di-n-butanol bis(ethyl acetoacetate) titanium [Ti+2].C(C)CC(CC(=O)[O-])=O.C(C)CC(CC(=O)[O-])=O.C(CCC)O.C(CCC)O